C(C1=CC=CC=C1)OC=1C(=NC=CC1)C=1C=C(SC1CO)C(=O)NC1=CC(=CC(=C1)S(=O)(=O)C)Cl 4-(3-(benzyloxy)pyridin-2-yl)-N-(3-chloro-5-(methylsulfonyl)phenyl)-5-(hydroxymethyl)thiophene-2-carboxamide